FC1=C(C=C(C=C1)F)[C@H]1N(CC[C@H](C1)NC)C(=O)N1CC2(CCCC2)[C@@H](CC1)CN1C(C=C(C=C1)C1=C(C=CC=C1)OC)=O 1-(((R)-7-((2S,4R)-2-(2,5-Difluorophenyl)-4-(methylamino)piperidine-1-carbonyl)-7-azaspiro[4.5]decan-10-yl)methyl)-4-(2-methoxyphenyl)pyridin-2(1H)-one